3-phenylhept-6-en-1-yn-3-ol C1(=CC=CC=C1)C(C#C)(CCC=C)O